(S)-1-(2-(1-(5-oxa-2-azaspiro[3.4]octan-7-yl)piperidin-4-yl)-4-fluorophenoxy)-2-methylpropan-2-ol C1NCC12OC[C@H](C2)N2CCC(CC2)C2=C(OCC(C)(O)C)C=CC(=C2)F